NC1=NC=CC=C1C1=NC=2C(=NC(=CC2)C2=CC=CC=C2)N1C1=CC=C(C(=O)N(C)CCC2=CC(=C(C=C2)C2OCCO2)OC)C=C1 4-[2-(2-aminopyridin-3-yl)-5-phenylimidazo[4,5-b]pyridin-3-yl]-N-{2-[4-(1,3-dioxolan-2-yl)-3-methoxyphenyl]ethyl}-N-methylbenzamide